C(CCCC)C1CCC(O1)=O 5-pentyltetrahydrofuran-2-one